4-(2,3-Dihydrobenzo-furan-5-yl)-5-(2-methylpyridin-4-yl)-1H-imidazol-2-amine O1CCC2=C1C=CC(=C2)C=2N=C(NC2C2=CC(=NC=C2)C)N